4-aminotoluene NC1=CC=C(C)C=C1